FCCCN1CC(N(CC1)CC1=C2C=CNC2=C(C=C1OC)C)C1=CC=C(C(=O)O)C=C1 4-(4-(3-Fluoropropyl)-1-((5-methoxy-7-methyl-1H-indol-4-yl)methyl)piperazin-2-yl)benzoic acid